3-(5-bromo-4-chloro-2-methoxyphenyl)-6-(difluoromethyl)pyrimidine-2,4(1H,3H)-dione BrC=1C(=CC(=C(C1)N1C(NC(=CC1=O)C(F)F)=O)OC)Cl